(1-amino-cyclopropyl)-1-methylbenzo[cd]indol-2(1H)-one NC1(CC1)C1=CC=C2C3=C1C(N(C3=CC=C2)C)=O